NC1=CC=C(N=N1)C#CCN1C2=C(CCC(C1=O)C1=C(C=C(C=C1)C)C(F)(F)F)C=C(C=C2)C2CC2 1-(3-(6-aminopyridazin-3-yl)prop-2-ynyl)-7-cyclopropyl-3-(4-methyl-2-(trifluoromethyl)phenyl)-4,5-dihydro-1H-benzo[b]azepin-2(3H)-one